C(CCCCCC)[N+](CC)(CC)CC heptyltriethylammonium